N-(2-(4,4-difluorocyclohexyl)ethyl)-2-(1H-imidazol-1-yl)-5H-pyrrolo[3,2-d]pyrimidine-4-carboxamide FC1(CCC(CC1)CCNC(=O)C=1C2=C(N=C(N1)N1C=NC=C1)C=CN2)F